O[C@H](C)C1=CC2=C(N=C(N=C2)NC2=NC=3CCN(CC3C=C2)C=O)C(=N1)N1CCCCC1 [2-[[6-[(1R)-1-hydroxyethyl]-8-piperidin-1-ylpyrido[3,4-d]pyrimidin-2-yl]amino]-7,8-dihydro-5H-1,6-naphthyridin-6-yl]methanone